C(C)C1=CC(=NC=C1)N1N=CC(=C1C(F)(F)F)C(=O)NC1=CC(=C(C=C1)OC1=C2C(=NC=C1)NC(N2C(C)C)=O)F (4-ethylpyridin-2-yl)-N-(3-fluoro-4-((1-isopropyl-2-keto-2,3-dihydro-1H-imidazo[4,5-b]pyridin-7-yl)oxy)phenyl)-5-(trifluoromethyl)-1H-pyrazole-4-carboxamide